C(=C)N(CCNCCC[Si](OC)(OC)OC)CC1=CC=CC=C1 N-[2-(vinylbenzylamino)-ethyl]-3-aminopropyltrimethoxysilane